tert-butyl (S)-5-amino-4-(5-(6-amino-5-cyano-3-(trifluoromethyl) pyridin-2-yl)-1-oxoisoindolin-2-yl)-5-oxopentanoate NC([C@H](CCC(=O)OC(C)(C)C)N1C(C2=CC=C(C=C2C1)C1=NC(=C(C=C1C(F)(F)F)C#N)N)=O)=O